C12C(C3CC(CC(C1)C3)C2)=O (1r,3r,5r,7r)-adamantan-2-one